6-(Trideuteromethoxy)benzamide [2H]C(OC1=CC=CC=C1C(=O)N)([2H])[2H]